N-[3-chloro-4-[4-[2-[(3S)-pyrrolidin-3-yl]acetyl]piperazine-1-carbonyl]phenyl]-5-(6-fluoro-3-methyl-1H-indazol-5-yl)-1-methyl-imidazole-2-carboxamide ClC=1C=C(C=CC1C(=O)N1CCN(CC1)C(C[C@H]1CNCC1)=O)NC(=O)C=1N(C(=CN1)C=1C=C2C(=NNC2=CC1F)C)C